n-octylamino-pregn-5-en C(CCCCCCC)NCC[C@H]1CC[C@H]2[C@@H]3CC=C4CCCC[C@]4(C)[C@H]3CC[C@]12C